tert-butyl (4-((2,3-dichloro-1-((2-(trimethylsilyl)ethoxy)methyl)-1H-pyrrolo[2,3-b]pyridin-4-yl)oxy)-2-methylphenyl)carbamate ClC1=C(C=2C(=NC=CC2OC2=CC(=C(C=C2)NC(OC(C)(C)C)=O)C)N1COCC[Si](C)(C)C)Cl